ClC1=CC(=C(O[C@H](C(=O)O)CC)C=C1F)C(CC)(F)F (S)-2-[4-chloro-2-(1,1-difluoropropyl)-5-fluorophenoxy]butyric acid